CC1=C(C(=CC(=C1)N1CC=2N(CC1)N=C(C2)C(F)(F)F)C)NC(C(C(C)(C)C)(C)O)=O N-(2,6-dimethyl-4-(2-(trifluoromethyl)-6,7-dihydropyrazolo[1,5-a]pyrazin-5(4H)-yl)phenyl)-2-hydroxy-2,3,3-trimethylbutanamide